4-[5-[(1R)-2-amino-1-fluoroethyl]pyrimidin-2-yl]-3-(2-methyl-6-morpholin-4-ylpyrimidin-4-yl)oxybenzonitrile NC[C@H](F)C=1C=NC(=NC1)C1=C(C=C(C#N)C=C1)OC1=NC(=NC(=C1)N1CCOCC1)C